N1(C=NC2=C1C=CC=C2)C=2[C@]1(C)[C@@H](CC2)[C@@H]2CC=C3C[C@H](CC[C@]3(C)[C@H]2CC1)O 17-(1H-benzimidazol-1-yl)androsta-5,16-dien-3β-ol